C(C)(C)(C)OC(=O)N1CC2(C1)OCC=1C2=NC=C(C1)Br 3-bromospiro[5H-furo[3,4-b]pyridine-7,3'-azetidine]-1'-carboxylic acid tert-butyl ester